6-[3-(trifluoromethyl)phenyl]-1-[[4-(trifluoromethyl)-3-pyridinyl]methyl]-3H-imidazo[4,5-b]pyridin-2-one FC(C=1C=C(C=CC1)C=1C=C2C(=NC1)NC(N2CC=2C=NC=CC2C(F)(F)F)=O)(F)F